N1=BC=CC=C1 1,2-Azaborine